5-fluoro-6-(2-(4-fluoro-3-(1-methyl-1H-pyrazol-5-yl)phenoxy)ethoxy)nicotinonitrile FC=1C(=NC=C(C#N)C1)OCCOC1=CC(=C(C=C1)F)C1=CC=NN1C